C(C)(=O)N1C[C@@H](CC1)NC([C@H](CCC(=O)O)NC(=O)OC(C)(C)C)=O (S)-5-(((R)-1-acetylpyrrolidin-3-yl)amino)-4-((tert-butoxycarbonyl)amino)-5-oxopentanoic acid